O=C1N(CCN1)C1=CC=C(C=C1)C=1N=CSC1 4-[4-(2-Oxo-imidazolidin-1-yl)-phenyl]-thiazol